BrC1=C(C=CC(=C1)C(F)(F)F)C(C(=O)O)C(F)F 2-bromo-β,β-difluoro-4-(trifluoromethyl)-phenylpropionic acid